C(C(=C)C)(=O)OC(C)COC(C)COC(C)COC(C)COC(C(=C)C)=O Tetrapropylene Glycol Dimethacrylate